rac-ethyl (3S,4S)-4-(2-chloro-5-fluoro-phenyl)-1-(2,2,2-trifluoroethyl)pyrrolidine-3-carboxylate ClC1=C(C=C(C=C1)F)[C@@H]1[C@@H](CN(C1)CC(F)(F)F)C(=O)OCC |r|